FC=1C=C(NC=2C(=NC(=C(N2)NC)C=2C3=C(C=NC2)N(C=N3)C)C(=O)N)C=C(C1OC1CCN(CC1)C)F 3-[3,5-Difluoro-4-[(1-methyl-4-piperidyl)oxy]anilino]-5-(methylamino)-6-(3-methylimidazo[4,5-c]pyridin-7-yl)pyrazine-2-carboxamide